(S)-1-cyclopentyl-4-((5-(3-(fluoromethyl)pyrrolidin-1-yl)-1,3,4-thiadiazol-2-yl)methyl)piperazine-2,3-dione C1(CCCC1)N1C(C(N(CC1)CC=1SC(=NN1)N1C[C@H](CC1)CF)=O)=O